C(C)(C)(C)OC(=O)N1C[C@H](CC1)[C@@H](C(=O)O)CC1=CC=CC=C1 (2S)-2-[(3R)-1-tert-butoxycarbonylpyrrolidin-3-yl]-3-phenyl-propionic acid